ethyl 1-(1-(5-chloro-6-methylpyrazin-2-yl) ethyl)-1H-1,2,3-triazole-4-carboxylate ClC=1N=CC(=NC1C)C(C)N1N=NC(=C1)C(=O)OCC